tert-butyl N-({[(3R)-1-benzyl pyrrolidin-3-yl]carbamoyl} methyl)carbamate C(C1=CC=CC=C1)N1C[C@@H](CC1)NC(=O)CNC(OC(C)(C)C)=O